O=C1NC(CCC1NC(=O)C1=CC=C(C2=C1OCCO2)N2CCC(CC2)COS(=O)(=O)C2=CC=C(C=C2)C)=O.C(CCC)C2=CC=C(C=C2)N=NC2=CC=C(C=C2)OCCCCCC (4-butylphenyl)-2-(4-(hexyloxy)phenyl)diazene (1-(8-((2,6-dioxopiperidin-3-yl)carbamoyl)-2,3-dihydrobenzo[b][1,4]dioxin-5-yl)piperidin-4-yl)methyl-4-methylbenzenesulfonate